C(CNC(C(=C)C)=O)NC(C(=C)C)=O N,N'-ethylenebismethacrylamide